FC1=NN(C=C1C=1C=C2C(=NC1)CN(C2=O)C=2N=NC(=CC2)OC2CC(NC(C2)(C)C)(C)C)C 3-(3-fluoro-1-methyl-1H-pyrazol-4-yl)-6-(6-((2,2,6,6-tetramethylpiperidin-4-yl)oxy)pyridazin-3-yl)-6,7-dihydro-5H-pyrrolo[3,4-b]pyridin-5-one